2-(3-chloro-5-((R)-1-(((R)-phenyl((R)-1,2,3,4-tetrahydropyrido[2,3-b]pyrazin-3-yl)methyl)amino)propan-2-yl)phenyl)acetic acid ClC=1C=C(C=C(C1)[C@H](CN[C@@H]([C@H]1CNC2=C(N1)N=CC=C2)C2=CC=CC=C2)C)CC(=O)O